N-(3-hydroxyphenyl)methacrylamide benzyl-4-(2-(1-(tert-butoxycarbonyl)piperidin-4-yl)ethyl)piperazine-1-carboxylate C(C1=CC=CC=C1)OC(=O)N1CCN(CC1)CCC1CCN(CC1)C(=O)OC(C)(C)C.OC=1C=C(C=CC1)NC(C(=C)C)=O